BrC1=C(C=C2C(=NC(=NC2=C1F)OC[C@]12CCCN2C[C@@H](C1)F)N(C)C1CC(C1)O[Si](C)(C)C(C)(C)C)C(F)(F)F 7-bromo-N-((1s,3R)-3-((tert-butyldimethylsilyl)oxy)cyclobutyl)-8-fluoro-2-(((2R,7aS)-2-fluorotetrahydro-1H-pyrrolizin-7a(5H)-yl)methoxy)-N-methyl-6-(trifluoromethyl)quinazolin-4-amine